(4S)-3-cyclopropyl-4-ethyl-2-oxopyrrolidine-3-carbonitrile C1(CC1)C1(C(NC[C@H]1CC)=O)C#N